N1C=NC2=C1C=C(C=C2)CN(C=2OC=C(N2)COCCOC2=CC(=CC=C2)N(C)C)CC2=CC(=CC=C2)OC N-((1H-benzo[d]imidazol-6-yl)methyl)-4-((2-(3-(dimethylamino)phenoxy)ethoxy)methyl)-N-(3-methoxybenzyl)oxazol-2-amine